rac-N,N-dimethyl-N'-[(3S,4R)-7-methyl-6-oxo-4-({[(1r,4S)-4-propylcyclohexyl]oxy}methyl)-1,3,4,6-tetrahydro-2H-quinolizin-3-yl]sulfuric diamide CN(S(N[C@H]1CCC2=CC=C(C(N2[C@H]1COC1CCC(CC1)CCC)=O)C)(=O)=O)C |r|